(2R,3S,4S)-4-hydroxy-2-[(4-methoxyphenyl)methyl]pyrrolidin-3-yl (8R)-6-benzyl-2,6-diazaspiro[3.4]octane-8-carboxylate C(C1=CC=CC=C1)N1CC2(CNC2)[C@H](C1)C(=O)O[C@H]1[C@H](NC[C@@H]1O)CC1=CC=C(C=C1)OC